C(C)(C)(C)OC(=O)NC1=CC=C(C=C1)C=1SC(=CN1)C(=O)NC(C(=O)NC(C(=O)OC)=C)=C Methyl 2-(2-(2-(4-((tert-butoxycarbonyl)amino)phenyl)thiazole-5-carboxamido)acrylamido)acrylate